C(CCCCCCC)OC(CCCCC\C=C/CCO)OCCCCCCCC (3Z)-10,10-dioctyloxy-3-decen-1-ol